(S)-(6-Methoxy-1-methyl-1H-indol-2-yl)(3-methylpiperazin-1-yl)methanone COC1=CC=C2C=C(N(C2=C1)C)C(=O)N1C[C@@H](NCC1)C